1,2-bis(3-chlorophenyl)acetylene 2-Hydroxyethylacrylat OCCOC(C=C)=O.ClC=1C=C(C=CC1)C#CC1=CC(=CC=C1)Cl